N(=C=O)C1=C(C)C(=CC(=C1)N=C=O)N=C=O 2,4,6-Triisocyanato-toluene